3-(nonafluoro-tert-butyl)propan-1-ol FC(C(C(F)(F)F)(C(F)(F)F)CCCO)(F)F